ClC=1C(=CC2=C(N=C(O2)C2=C(C#N)C(=CC=C2)C2=CC3=C(OCCO3)C=C2)C1)OCC#N 2-[5-chloro-6-(cyanomethoxy)-1,3-benzoxazol-2-yl]-6-(2,3-dihydro-1,4-benzodioxin-6-yl)benzonitrile